N(=[N+]=[N-])C(CN=[N+]=[N-])C1=C(C=C(C=C1C)C)C 2-(1,2-Diazidoethyl)-1,3,5-trimethylbenzene